C1(=CCCCC1)CCN 2-(cyclohex-1-en-1-yl)ethanamine